ClC1=CC(=C(C=C1F)N1CC2(CC1)CCN(CC2)C2=C(C=C(C(=C2)OC)[N+](=O)[O-])F)F 2-(4-chloro-2,5-difluorophenyl)-8-(2-fluoro-5-methoxy-4-nitrophenyl)-2,8-diazaspiro[4.5]decane